E-phenylvinylborate C1(=CC=CC=C1)/C=C/OB([O-])[O-]